(2S)-(2-{[3-(5-fluoropyridin-2-yl)-1H-pyrazol-1-yl]methyl}-1,3-oxazinane-3-yl)[5-methyl-2-(2H-1,2,3-triazol-2-yl)phenyl]methanone hydrate O.FC=1C=CC(=NC1)C1=NN(C=C1)C[C@@H]1OCCCN1C(=O)C1=C(C=CC(=C1)C)N1N=CC=N1